7-[7-(5-methyl-1H-indazol-4-yl)-2-(piperidin-4-yloxy)-8-(2,2,2-trifluoroethoxy)-6-vinylquinazolin-4-yl]-2,7-diazaspiro[3.5]nonane-2-carboxylic acid tert-butyl ester C(C)(C)(C)OC(=O)N1CC2(C1)CCN(CC2)C2=NC(=NC1=C(C(=C(C=C21)C=C)C2=C1C=NNC1=CC=C2C)OCC(F)(F)F)OC2CCNCC2